6-(1,3-dimethyl-1H-pyrazol-4-yl)-2,3-dihydro-1H-pyrrolo[3,4-c]pyridin-1-one CN1N=C(C(=C1)C1=CC2=C(C=N1)CNC2=O)C